(R)-N-(1-(2-fluoro-3-(trifluoromethyl)phenyl)ethyl)-1-(5-(1-(1-(2-hydroxyethyl)azetidin-3-yl)-1H-1,2,3-triazol-5-yl)pyridin-3-yl)-6-oxo-1,6-dihydropyridazine-3-carboxamide FC1=C(C=CC=C1C(F)(F)F)[C@@H](C)NC(=O)C1=NN(C(C=C1)=O)C=1C=NC=C(C1)C1=CN=NN1C1CN(C1)CCO